C(N)(=O)C=1C=C(C(=C2C=C(NC12)C)N1CC2N(CCCC2C1)C(=O)OC(C)(C)C)F tert-butyl 6-(7-carbamoyl-5-fluoro-2-methyl-1H-indol-4-yl)octahydro-1H-pyrrolo[3,4-b]pyridine-1-carboxylate